FC1(C[C@@H](CCC1)N(C1=CC=CC=C1)C(CC1(CCN(CC1)C(=O)OC(C)(C)C)C(=O)OCC)=O)F |r| Racemic-1-tert-butyl 4-ethyl 4-[2-(N-(3,3-difluorocyclohexyl)anilino)-2-oxo-ethyl]piperidine-1,4-dicarboxylate